(1-carbamoyl-cyclopropyl)-1-(4-chloro-3-fluorophenyl)-3-ethyl-3-methyl-2,3-dihydro-1H-pyrrolo[3,2-b]pyridine-5-carboxamide C(N)(=O)C1(CC1)C1C(C2=NC(=CC=C2N1C1=CC(=C(C=C1)Cl)F)C(=O)N)(C)CC